6-chloro-1-methyl-4-(piperidin-4-yl)-1,4-dihydropyrido[2,3-b]pyrazine-2,3-dione hydrochloride Cl.ClC=1C=CC2=C(N(C(C(N2C)=O)=O)C2CCNCC2)N1